[(Z)-N-(2-isopropyl-5-methyl-phenyl)-N'-[(E)-[4-[3-methyl-4-[[4-(trifluoromethoxy)benzoyl]amino]pyrazol-1-yl]phenyl]methyleneamino]carbamimidoyl]sulfanylmethyl morpholine-4-carboxylate N1(CCOCC1)C(=O)OCS\C(\NC1=C(C=CC(=C1)C)C(C)C)=N/N=C/C1=CC=C(C=C1)N1N=C(C(=C1)NC(C1=CC=C(C=C1)OC(F)(F)F)=O)C